cyclohexandiol dimethacrylate C(C(=C)C)(=O)OC1(CCCCC1)OC(C(=C)C)=O